CC(C=CO)CCCC(CCCC(CCCC(C)C)C)C 3,7,11,15-tetramethylhexadecen-1-ol